[Cl-].C(C)(=O)OCC[N+](C)(C)C 2-acetoxy-N,N,N-trimethylethylammonium chloride